N-(3-(vinyloxy)cyclobutyl)carbamic acid tert-butyl ester C(C)(C)(C)OC(NC1CC(C1)OC=C)=O